[Na+].CC=1C=C(C(=NC1)C(=O)[O-])N1N=CC=N1 5-methyl-3-(2H-1,2,3-triazol-2-yl)picolinic acid sodium salt